1,2,3,4,5,6-hexakis(4'-carboxylato(1,1'-biphenyl)-4-yl)benzene C(=O)([O-])C1=CC=C(C=C1)C1=CC=C(C=C1)C1=C(C(=C(C(=C1C1=CC=C(C=C1)C1=CC=C(C=C1)C(=O)[O-])C1=CC=C(C=C1)C1=CC=C(C=C1)C(=O)[O-])C1=CC=C(C=C1)C1=CC=C(C=C1)C(=O)[O-])C1=CC=C(C=C1)C1=CC=C(C=C1)C(=O)[O-])C1=CC=C(C=C1)C1=CC=C(C=C1)C(=O)[O-]